FC(C=1C(=NC=CC1)OC1=CC=C(C=C1)NC(=S)NC(=O)C=1OC=CC1)(F)F N-[(4-(3-trifluoromethylpyridin-2-yloxy)phenyl)thiocarbamoyl]furan-2-carboxamide